2-(3,4-Dichlorophenoxy)-N-(3-{2-[(pyridin-2-yl)oxy]acetylamino}bicyclo[1.1.1]pentan-1-yl)acetamide ClC=1C=C(OCC(=O)NC23CC(C2)(C3)NC(COC3=NC=CC=C3)=O)C=CC1Cl